FC1=C(CN2C(N(C(C3=CC=C(C=C23)C(=O)NCC2=C(C=C(C=C2F)F)F)C)C)=O)C(=CC=C1)O 1-(2-fluoro-6-hydroxybenzyl)-3,4-dimethyl-2-oxo-N-(2,4,6-trifluorobenzyl)-1,2,3,4-tetrahydroquinazoline-7-carboxamide